(S)-quinuclidin-3-yl (5-(2-methoxy-5-methylphenyl)-2,2-dimethyl-2,3-dihydro-1H-inden-1-yl)carbamate COC1=C(C=C(C=C1)C)C=1C=C2CC(C(C2=CC1)NC(O[C@@H]1CN2CCC1CC2)=O)(C)C